5-methyl-2-(4-(piperidin-3-ylamino)-6,7,8,9-tetrahydro-5H-cyclohepta[d]pyridazin-1-yl)phenol CC=1C=CC(=C(C1)O)C1=NN=C(C2=C1CCCCC2)NC2CNCCC2